[4-[4-amino-3-(difluoromethyl)pyrazol-1-yl]phenyl]methanol NC=1C(=NN(C1)C1=CC=C(C=C1)CO)C(F)F